Cl.[N+](=O)([O-])C=1C=C(C=CC1)C(=O)N1C[C@H](O[C@H](C1)C)C 3-nitrophenyl-((2R,6S)-2,6-dimethyl-morpholino)methanone monohydrochloride